BrC1=CC=C(C=C1)S(=O)[O-].[Na+] sodium p-bromophenyl-sulfinate